benzyl ((17S,20S)-21-amino-20-benzyl-11,18,21-trioxo-2,5,8-trioxa-12,19-diazahenicosan-17-yl)carbamate NC([C@@H](NC([C@H](CCCCNC(CCOCCOCCOC)=O)NC(OCC1=CC=CC=C1)=O)=O)CC1=CC=CC=C1)=O